(R)-4-methoxy-8-(1-(4-methylpiperazin-1-yl)ethyl)-5-(2,2,2-trifluoroethyl)-5H-pyrimido[5,4-b]indole COC1=NC=NC2=C1N(C=1C=CC(=CC21)[C@@H](C)N2CCN(CC2)C)CC(F)(F)F